COC=1C=C(C=NC1OC)C=1C=C2C(=C(NC2=CC1)C1=C2C(=NC=C1)NN=C2)C(C)C 4-(5-(5,6-dimethoxypyridin-3-yl)-3-isopropyl-1H-indol-2-yl)-1H-pyrazolo[3,4-b]pyridine